3-(5-methyl-1-propyl-1,2,5,6-tetrahydropyridin-3-yl)-1H-pyrrolo[2,3-b]Pyridine CC1C=C(CN(C1)CCC)C1=CNC2=NC=CC=C21